C1(=CC=CC=C1)C1CNC2=C(O1)C=C(C=C2)N 2-phenyl-3,4-dihydro-2H-benzo[b][1,4]oxazin-7-amine